6-cyclopropyl-3-(4-(methylthio)pyrimidin-2-yl)imidazo[1,2-a]pyrazine C1(CC1)C=1N=CC=2N(C1)C(=CN2)C2=NC=CC(=N2)SC